C1(CC1)CN(C(OC(C)(C)C)=O)[C@H]1CN(CCC1)C=1N=NC(=CC1)CNC(=O)C=1N=C2N(C(C1)=O)C=CC=C2 tert-butyl (R)-(cyclopropylmethyl)(1-(6-((4-oxo-4H-pyrido[1,2-a]pyrimidine-2-carboxamido)methyl) pyridazin-3-yl)piperidin-3-yl)carbamate